4-(5-chloro-7-fluoro-6-(5-methoxy-1-methyl-1H-indazol-7-yl)benzo[c]Isothiazol-3-yl)piperazine-1-carboxylic acid tert-butyl ester C(C)(C)(C)OC(=O)N1CCN(CC1)C1=C2C(=NS1)C(=C(C(=C2)Cl)C=2C=C(C=C1C=NN(C21)C)OC)F